3,3-dimethyl-1-iodo-but-1-yne CC(C#CI)(C)C